BrC1=NC=C(C(=C1)OCCCO)F 3-((2-bromo-5-fluoropyridin-4-yl)oxy)propan-1-ol